xylylene glycol dibutyl ether C(CCC)OCC=1C(=CC=CC1)COCCCC